COC1=C(N)C=CC=C1NC(C)=O o-methoxy-m-acetamidoaniline